(3S,4R)-3-((R)-1-hydroxyethyl)-4-((R)-1-(4-(4-methoxyphenyl)piperazin-1-yl)-1-oxopropan-2-yl)azetidin-2-one O[C@H](C)[C@H]1C(N[C@@H]1[C@H](C(=O)N1CCN(CC1)C1=CC=C(C=C1)OC)C)=O